FC(C(=O)N(C1C(C1)C1=CC=C(C=C1)F)CC1CN(C1)CCCC1=CC=C(C(=O)NC2=C(C=CC=C2)NC(OC(C)(C)C)=O)C=C1)(F)F tert-butyl (2-(4-(3-(3-((2,2,2-trifluoro-N-(2-(4-fluorophenyl)cyclopropyl) acetamido)methyl)azetidin-1-yl)propyl)benzamido)phenyl)carbamate